({(2S)-6-amino-2-[4-(5-chloro-2-cyanophenyl)-5-methoxy-2-oxopyridin-1(2H)-yl]-3-methylhexanoyl}amino)pyrazolo[1,5-a]pyridine-3-carboxamide NCCCC([C@@H](C(=O)NC1=NN2C(C=CC=C2)=C1C(=O)N)N1C(C=C(C(=C1)OC)C1=C(C=CC(=C1)Cl)C#N)=O)C